BrCC=1OC(OC1C1CCCCC1)=O 4-(bromomethyl)-5-cyclohexyl-1,3-dioxol-2-one